FC1=C(C=C(C(=C1)F)F)C=1C(=C2N(N1)CCC2)C=2C=C1C=NNC1=CC2 5-(2-(2,4,5-Trifluorophenyl)-5,6-dihydro-4H-pyrrolo[1,2-b]pyrazol-3-yl)-1H-indazole